ClC=1N=NC=C(C1)C(F)(F)F 3-Chloro-5-(trifluoromethyl)pyridazine